ClC1=C(C(=NC2=C(C=CC(=C12)Cl)Cl)S(=O)CC1=NN(C=C1)C)C(=O)N(C)C 4,5,8-Trichloro-N,N-dimethyl-2-(((1-methyl-1H-pyrazol-3-yl)methyl)sulfinyl)quinoline-3-carboxamide